C1(CC1)C=1C=C(N=NC1C1=C(C=C(C=C1)C#C)O)NC(CNC1CC1)=O N-(5-cyclopropyl-6-(4-ethynyl-2-hydroxyphenyl)pyridazine-3-yl)-2-cyclopropylaminoacetamide